C[Si](C)(C)[N-][Si](C)(C)C.[Zn+2].C[Si](C)(C)[N-][Si](C)(C)C zinc bis(trimethylsilyl)amide